FC=1C=CC(=NC1)N1C[C@@H](N(CC1)C1=NC=C(C=N1)I)C (S)-2-(4-(5-fluoropyridin-2-yl)-2-methylpiperazin-1-yl)-5-iodopyrimidine